[Si](OC=C)(OOC)(OOC)OOC vinyl trimethyloxy silicate